CC1=C(C=C(C=C1)[C@]12[C@@H]([C@H]([C@@H]([C@](CO1)(O2)C(C)(C)O)OCC2=CC=CC=C2)OCC2=CC=CC=C2)OCC2=CC=CC=C2)CC2=CC=C(C=C2)CCCC(=O)O 4-[4-[[2-methyl-5-[(1S,2S,3S,4R,5S)-2,3,4-tribenzyloxy-1-(1-hydroxy-1-methyl-ethyl)-6,8-dioxabicyclo[3.2.1]octan-5-yl]phenyl]methyl]phenyl]butanoic acid